N[C@@H](CC1=CNC=N1)CO L-histidinol